10-fluoro-2-[3-(hydroxymethyl)-4-[1-methyl-5-[(5-methyl-6,7-dihydro-4H-pyrazolo[1,5-a]pyrazin-2-yl)amino]-6-oxo-3-pyridyl]-2-pyridyl]-3,4,6,7,8,9-hexahydropyrido[3,4-b]indolizin-1-one FC=1C2=C(N3CCCCC13)CCN(C2=O)C2=NC=CC(=C2CO)C2=CN(C(C(=C2)NC2=NN1C(CN(CC1)C)=C2)=O)C